FC=1C=C(CC2=CC(=NC=C2)N2N=C(C(=C2CO)C(=O)OCC)C)C=C(C1)C(F)(F)F ethyl 1-(4-(3-fluoro-5-(trifluoromethyl) benzyl) pyridin-2-yl)-5-(hydroxymethyl)-3-methyl-1H-pyrazole-4-carboxylate